methyl-2-(2H-benzotriazol-2-yl)-4,6-bis(1-methyl-1-phenylethyl)phenol CC=1C(=C(C(=CC1C(C)(C1=CC=CC=C1)C)C(C)(C)C1=CC=CC=C1)O)N1N=C2C(=N1)C=CC=C2